ClC=1C(=C(C(N(N1)CC)=O)C1=C(C=CC2=CC=C(C=C12)C)C)O 6-chloro-4-(2,7-dimethyl-1-naphthyl)-5-hydroxy-2-ethyl-pyridazin-3-one